6-cyano-2-((2-fluoro-4-(trimethylsilyl)phenyl)amino)-nicotinic acid methyl ester COC(C1=C(N=C(C=C1)C#N)NC1=C(C=C(C=C1)[Si](C)(C)C)F)=O